FC(C=1C=CC2=C(SC(=C2)CN2CCCC23CCNCC3)C1)(F)F 1-((6-(trifluoromethyl)benzo[b]thiophen-2-yl)methyl)-1,8-diazaspiro[4.5]decane